C(C)OC=1C=C(C=CC1C=1NC(C2=C(N1)NN=N2)=O)C2=CC=CC=C2 5-(3-ethoxy-[1,1'-biphenyl]-4-yl)-3,6-dihydro-7H-[1,2,3]triazolo[4,5-d]pyrimidin-7-one